C(C)(C)(C)C1=CC=C(OCC(=O)NC=2C=NC(=C(C2)Br)NC(COC2=CC=C(C=C2)C(C)(C)C)=O)C=C1 2-(4-tert-Butylphenoxy)-N-[5-bromo-6-[[2-(4-tert-butylphenoxy)acetyl]amino]pyridin-3-yl]acetamide